C(CCCC)[O-].C(CCCC)[O-].C(CCCC)[O-].C(CCCC)[O-].[Zr+4] zirconium tetrapentanolate